1-(2-((2,4-dimethyl-phenyl)sulfonyl)phenyl)piperazine CC1=C(C=CC(=C1)C)S(=O)(=O)C1=C(C=CC=C1)N1CCNCC1